N-(4-{1-[(5-fluoro-2-methylphenyl)carbonyl]piperidin-4-yl}butyl)imidazo[1,2-a]pyridine-6-carboxamide FC=1C=CC(=C(C1)C(=O)N1CCC(CC1)CCCCNC(=O)C=1C=CC=2N(C1)C=CN2)C